C(CCC)[Si](C1=CC=C(C=C1)P(N(C(C1=CC=CC=C1)=O)P(C1=C(C=CC=C1)OC(F)(F)F)C1=CC=C(C=C1)[Si](CCCC)(CCCC)CCCC)C1=C(C=CC=C1)OC(F)(F)F)(CCCC)CCCC N,N-bis((4-(tributylsilyl)phenyl)(2-(trifluoromethoxy)phenyl)phosphino)benzamide